CN1C=NC2=C1C(=NC=C2)NC2CCC(CC2)NC2=CC=CC=1N2C=C(N1)C(F)(F)F (1s,4s)-N1-(3-Methyl-3H-imidazo[4,5-c]pyridin-4-yl)-N4-(2-(trifluoromethyl)imidazo[1,2-a]pyridin-5-yl)cyclohexane-1,4-diamine